CC=1C=CC=2N(C1)C=C(N2)CN2C(C1=CN=CC(=C1C=C2)C=2C=NNC2)=O 2-({6-methylimidazo[1,2-a]pyridin-2-yl}methyl)-5-(1H-pyrazol-4-yl)-1,2-dihydro-2,7-naphthyridin-1-one